E-cholesterol CC(C)CCC[C@@H](C)[C@H]1CC[C@H]2[C@@H]3CC=C4C[C@@H](O)CC[C@]4(C)[C@H]3CC[C@]12C